6-ethoxy-2,3-dimethyl-4-(2-methyl-3-(4-oxoquinazolin-3(4H)-yl)phenyl)-1H-indole-7-carboxamide C(C)OC1=CC(=C2C(=C(NC2=C1C(=O)N)C)C)C1=C(C(=CC=C1)N1C=NC2=CC=CC=C2C1=O)C